1-benzyl-N-(4-cyano-benzyl)-1H-pyrazole-4-carboxamide C(C1=CC=CC=C1)N1N=CC(=C1)C(=O)NCC1=CC=C(C=C1)C#N